FC1=CC=C(C=C1)C=1N=CN(C1C=1C=C2C=C(C=NC2=CC1)C#CC(C)(O)C)C 4-(6-(4-(4-fluorophenyl)-1-methyl-1H-imidazol-5-yl)quinolin-3-yl)-2-methylbut-3-yn-2-ol